4-amino-3,5-difluorobenzoic acid ethyl ester C(C)OC(C1=CC(=C(C(=C1)F)N)F)=O